ClC=1C=C2C=C(C(=NC2=C(C1)F)N(C)C)C#N 6-chloro-2-(dimethylamino)-8-fluoroquinoline-3-carbonitrile